C1C(CCC2CC(CCC12)C(=O)OC1=CC=C(C=C1)N)C(=O)OC1=CC=C(C=C1)N bis(4-aminophenyl) deca-hydronaphthalene-2,6-dicarboxylate